Cl.CNCC1CCN(CC1)CC=O 2-(4-((methylamino)methyl)piperidin-1-yl)ethan-1-one hydrochloride